COC1=C(C=CC=C1)C1=NOC(=N1)C1=CC2=C(N(N=N2)C(C)C)C=C1 5-[3-(2-methoxyphenyl)-1,2,4-oxadiazol-5-yl]-1-(propan-2-yl)-1H-1,2,3-benzotriazole